OC=1C=C2CCN(CC2=CN1)C(=O)C1=CC=NC=C1 (6-hydroxy-3,4-dihydro-2,7-naphthyridin-2(1H)-yl)(pyridin-4-yl)methanone